COC1=C(C=C(C=O)C=C1)C1=NC=CC=C1C 4-methoxy-3-(3-methylpyridin-2-yl)benzaldehyde